[C@]1(C([C@H](O)[C@@H](CO)O1)O)(N1C(=O)NC(=O)C(C)=C1)O deoxythymidine-diol